1-(hydroxypyrrolidin-1-yl)ethan-1-one OC1N(CCC1)C(C)=O